FC1=CC=C(C=C1)C=1OC(=NN1)C1=CC=CC=C1 2-p-fluorophenyl-5-phenyl-1,3,4-oxadiazole